2-(6-iodo-5,8-dimethoxy-1,2,3,4-tetrahydronaphthalen-2-yl)isoindoline IC=1C(=C2CCC(CC2=C(C1)OC)N1CC2=CC=CC=C2C1)OC